N=1N(C=C2C=CC=CC12)C1=C(C(=CC(=C1)C)CC(C[Si](O[Si](C)(C)C)(O[Si](C)(C)C)C)C)O 2-(2H-indazol-2-yl)-4-methyl-6-[2-methyl-3-[methyldi(trimethylsilyloxy)silyl]propyl]phenol